N-[(4-fluorophenyl)(2-{4-[6-(1-methyl-1H-pyrazol-4-yl)pyrazolo[1,5-a]pyridin-3-yl]piperazin-1-yl}pyrimidin-5-yl)methyl]-2-methylpropane-2-sulfinamide FC1=CC=C(C=C1)C(NS(=O)C(C)(C)C)C=1C=NC(=NC1)N1CCN(CC1)C=1C=NN2C1C=CC(=C2)C=2C=NN(C2)C